4-[3-(4-Chloro-1-methylindole-5-carbonyl)-2,4-dihydro-1,3-benzoxazin-8-yl]-2-morpholin-4-ylbenzoic acid ClC1=C2C=CN(C2=CC=C1C(=O)N1COC2=C(C1)C=CC=C2C2=CC(=C(C(=O)O)C=C2)N2CCOCC2)C